2,3-bis(phenylimino)butane C1(=CC=CC=C1)N=C(C)C(C)=NC1=CC=CC=C1